CNCCC(=O)O methyl-β-alanine